C(CC=C)N(C(=O)OC(C)(C)C)CC(C(=O)OCC)CC=C ethyl 2-((but-3-en-1-yl(tert-butoxycarbonyl)amino)methyl)pent-4-enoate